NC1=NC2=C(C=3N1N=C(N3)C=3OC=CC3)C=NN2C(C(=O)N[C@@H]2C[C@H](C2)O)(C)C2=CC=CC=C2 2-(5-amino-2-(furan-2-yl)-7H-pyrazolo[4,3-e][1,2,4]triazolo[1,5-c]pyrimidin-7-yl)-(trans)-N-(3-hydroxycyclobutyl)-2-phenylpropanamide